CCCCC/C=C\C/C=C\CCCCCCCC(=O)OC[C@H](COP(=O)([O-])OCC[N+](C)(C)C)OC(=O)CCCCCCC/C=C\C/C=C\CCCC 1-(9Z,12Z-octadecadienoyl)-2-(9Z,12Z-heptadecadienoyl)-glycero-3-phosphocholine